N1(CCC1)C=1C(=NC(=NC1C)N=C=S)C 5-(azetidin-1-yl)-2-isothiocyanato-4,6-dimethylpyrimidine